C1CCC2=C(C=3CCCC3C=C12)NC(=O)CCO[C@@H](C(=O)[O-])COC (2R)-2-{[(1,2,3,5,6,7-hexahydro-s-indacen-4-yl) carbamoyl]Ethyl oxy}-3-methoxypropionate